ClC1=CC=C(C=C1)CC(=O)CC1=CC=C(C=C1)Cl 1,3-bis(4-chlorophenyl)acetone